5-(3,5-difluorobenzyl)-N-(4-(5-((4-hydroxy-4-methylpentyl)oxy)-2-methylphenyl)pyridin-2-yl)-4H-1,2,4-triazole-3-carboxamide FC=1C=C(CC=2NC(=NN2)C(=O)NC2=NC=CC(=C2)C2=C(C=CC(=C2)OCCCC(C)(C)O)C)C=C(C1)F